CN1C(C=2C=CC=C3C2C1=CC1=C(N3C3=CC(=CC=C3)C(=O)N3CCOCC3)N=CC=C1)=O 1-methyl-6-(3-(morpholine-4-carbonyl)phenyl)-1,6-dihydro-2H-pyrido[3',2':6,7]azepino[4,3,2-cd]isoindol-2-one